1-(2-fluoro-6-methyl-benzoyl)-N-[4-methyl-3-(trifluoromethyl)phenyl]Piperidine-3-carboxamide dihydrochloride Cl.Cl.FC1=C(C(=O)N2CC(CCC2)C(=O)NC2=CC(=C(C=C2)C)C(F)(F)F)C(=CC=C1)C